2,4-dimethylbenzylhydrazine CC1=C(CNN)C=CC(=C1)C